3-[bromo(phenyl)methyl]pyridine-2-carbonitrile BrC(C=1C(=NC=CC1)C#N)C1=CC=CC=C1